(R)-2-((1H-pyrrolo[2,3-b]pyridin-5-yl)oxy)-4-(6-(4-(4-cyclopropyl-3-methoxybenzyl)-2-(2-isopropylphenyl)piperazin-1-yl)-2-azaspiro[3.3]heptan-2-yl)benzoic acid N1C=CC=2C1=NC=C(C2)OC2=C(C(=O)O)C=CC(=C2)N2CC1(C2)CC(C1)N1[C@@H](CN(CC1)CC1=CC(=C(C=C1)C1CC1)OC)C1=C(C=CC=C1)C(C)C